C1(CC1)NC(OCCCN1CCN2C=3C(=CC=CC13)C=C2C2=NC1=C(N2C)C(=CC(=C1)C(=O)N1C[C@@H](CCC1)N)OC)=O (R)-3-(5-(5-(3-aminopiperidine-1-carbonyl)-7-methoxy-1-methyl-1H-benzo[d]imidazol-2-yl)-2,3-dihydro-1H-pyrrolo[1,2,3-de]quinoxalin-1-yl)propyl cyclopropylcarbamate